C1=CC=CC=2C3=CC=CC=C3C(C12)COC(=O)N(CC(=O)O)C N-(((9H-fluoren-9-yl)methoxy)carbonyl)-N-methyl-glycine